ClC1=CC(=C(C=C1)COC1=NN(C=N1)C(C1=CC=CC=C1)(C1=CC=CC=C1)C1=CC=CC=C1)F 3-[(4-chloro-2-fluoro-phenyl)methoxy]-1-trityl-1,2,4-triazole